(S)-5-(Azetidin-2-ylmethoxy)-N-(1-(7-ethyl-1,2,3,4-tetrahydroquinolin-5-yl)cyclopropyl)-2-methylbenzamide N1[C@@H](CC1)COC=1C=CC(=C(C(=O)NC2(CC2)C2=C3CCCNC3=CC(=C2)CC)C1)C